FC1=CC=C(C=C1)[C@@H]1N(CCC2=CC=CC=C12)C(=O)[C@]1(OCCC(C1)=NO)C ((S)-1-(4-fluorophenyl)-3,4-dihydroisoquinolin-2(1H)-yl)((S)-4-(hydroxyimino)-2-methyl-tetrahydro-2H-pyran-2-yl)methanone